NC1CN(CC1)C1=CC=C(C=C1)CN[C@H]1CN(C[C@H](C1)C)C1=C2C=CC=NC2=C(C=C1)C#N 5-[(3R,5S)-3-[[4-(3-aminopyrrolidin-1-yl)phenyl]methylamino]-5-methyl-1-piperidinyl]quinoline-8-carbonitrile